C(C)O/C=C/C1=CC(=C(C#N)C=C1)OC(C)C 4-[(E)-2-ethoxyethenyl]-2-propan-2-yloxybenzonitrile